C(=O)(OC(C)(C)C)N1C(CNCC1)(C)C N-Boc-2,2-dimethylpiperazine